(2R)-2-amino-N-(1-methyl-4-oxo-2-(trifluoromethyl)-1,4-dihydroquinolin-7-yl)propylamine N[C@@H](CNC1=CC=C2C(C=C(N(C2=C1)C)C(F)(F)F)=O)C